2,4,4-trimethyl-1,6-diisocyanato-n-hexane CC(CN=C=O)CC(CCN=C=O)(C)C